5-[3-Chloro-4-(3-methanesulfonylpropoxy)phenyl]-2-(chloromethyl)-1,3-oxazole ClC=1C=C(C=CC1OCCCS(=O)(=O)C)C1=CN=C(O1)CCl